C(C)N(CCS=P(OCC)(OCC)[O-])CC O,O-Diethyl S-[2-(diethylamino)ethyl]phosphorothioate